COC(CC(=O)Cl)=O 3-chloro-3-oxopropionic acid Methyl ester